(R)-3-methyl-3-hydroxypiperidine C[C@@]1(CNCCC1)O